(4aR,6R,7R,8R,8aS)-6-(aminomethyl)-7,8-dihydroxytetrahydro-1H,6H-pyrano[2,3-b][1,4]oxazin-2(3H)-one NC[C@@H]1[C@@H]([C@@H]([C@H]2[C@H](OCC(N2)=O)O1)O)O